ethyl (E)-3-(5-(benzylthio)-2-((4-bromo-5-fluoro-2-methoxyphenyl)amino)-4-fluorophenyl)acrylate C(C1=CC=CC=C1)SC=1C(=CC(=C(C1)/C=C/C(=O)OCC)NC1=C(C=C(C(=C1)F)Br)OC)F